[N+](=[N-])=CC(CC[C@@H](C(=O)OC(C)C)NC([C@@H](C=1OC=CN1)O)=O)=O isopropyl (S)-6-diazo-2-((R)-2-hydroxy-2-(oxazol-2-yl)acetamido)-5-oxohexanoate